C(#N)CC1=CC=C(C=C1)NC(=O)C1C[C@@H](CCC1C(C)C)C (1r,2s,5r)-N-(4-(cyanomethyl)phenyl)menthylcarboxamide